C1(=CC=CC=2C3=CC=CC=C3CC12)COC(=O)N[C@@H](C(C1=CC=CC=C1)C1=CC=CC=C1)C(=O)O fluorenylmethyloxycarbonyl-diphenylalanine